CC=1C=C(C=CC1C=1C=NC(=CC1)C)O 3-methyl-4-(6-methyl-3-pyridyl)phenol